C1(CC1)C(=O)N1CCCCC1 (cyclopropanecarbonyl)piperidin